OC=1C=C(C=CC1O)C=CC(=O)O[C@H]1C([C@@H](CC(C1)(C(NCCCCCCCC)=O)O)OC(C=CC1=CC(=C(C=C1)O)O)=O)O ((1R,2S,3R,5S)-2,5-dihydroxy-5-(octylcarbamoyl) cyclohexane-1,3-diyl) bis(3-(3,4-dihydroxyphenyl) acrylate)